1-(2,2-difluoroethyl)-6-(7-(6-(trifluoromethyl)pyrazin-2-yl)-2,7-diazaspiro[3.5]nonan-2-yl)-1H-pyrazolo[3,4-b]pyrazine FC(CN1N=CC=2C1=NC(=CN2)N2CC1(C2)CCN(CC1)C1=NC(=CN=C1)C(F)(F)F)F